O=S1(C2=C(OCCN1C1=CC=CC=C1)C=CC(=C2)NC(=O)C=2N=COC2C)=O N-(1,1-dioxido-2-phenyl-3,4-dihydro-2H-benzo[b][1,4,5]oxathiazepin-8-yl)-5-methyloxazole-4-carboxamide